calcium cresolate C=1(C(=CC=CC1O)C(=O)[O-])C.[Ca+2].C=1(C(=CC=CC1O)C(=O)[O-])C